2-(7-chloro-4-((R)-2-methylazetidin-1-yl)-2,6-naphthyridin-1-yl)propanamide ClC1=NC=C2C(=CN=C(C2=C1)C(C(=O)N)C)N1[C@@H](CC1)C